potassium ((2R,3R,4R,5R)-5-(5-methyl-2,4-dioxopyrimidin-1(2H)-yl)-4-methoxy-tetrahydrofuran-2-yl)-methyl butyl hydrogen phosphate P(=O)(OC[C@@H]1O[C@H]([C@@H](C1)OC)N1C(NC(C(=C1)C)=O)=O)(OCCCC)O.[K]